CC=1C(C2=CC(=C(C=C2C1)OC)OC)=O methyl-5,6-dimethoxy-1-indenone